OC(=O)C(F)(F)F.N[C@H]1C(N(CC1)CC1=CC=C(C(=O)OC)C=C1)=O methyl (R)-4-((3-amino-2-oxopyrrolidin-1-yl)methyl)benzoate TFA salt